C12CN(CC2C1)C1=CC=C(C(=N1)C)CN1N=C(C(=C1)C(N[C@@H]1CCC=2N(C=NC21)C)=O)C(=O)OC methyl 1-[(6-{3-azabicyclo[3.1.0]hexan-3-yl}-2-methylpyridin-3-yl)methyl]-4-{[(4R)-1-methyl-1H,4H,5H,6H-cyclopenta[d]imidazol-4-yl]carbamoyl}-1H-pyrazole-3-carboxylate